methyl (2S)-2-((2S)-2-(((2-(3-chlorophenyl)-2-methyl-1-(naphthalen-2-yl) propoxy)carbonyl)amino)-3-cyclohexylpropanamido)-3-((S)-2-oxopyrrolidin-3-yl)propanoate ClC=1C=C(C=CC1)C(C(OC(=O)N[C@H](C(=O)N[C@H](C(=O)OC)C[C@H]1C(NCC1)=O)CC1CCCCC1)C1=CC2=CC=CC=C2C=C1)(C)C